ClC=1C(=CC(=NC1)C(=O)O)C#N 5-chloro-4-cyanopicolinic acid